CP(OC(C)C)([O-])=O Isopropyl Methylphosphonate